4-((2-methoxyethyl)amino)-2-((8-(morpholine-4-carbonyl)-2,3-dihydrobenzo[b][1,4]dioxin-5-yl)amino)-7H-pyrrolo[2,3-d]pyrimidine-5-carbonitrile COCCNC=1C2=C(N=C(N1)NC1=CC=C(C=3OCCOC31)C(=O)N3CCOCC3)NC=C2C#N